C(C(C)(C)C)OCCCNCCCN1CCOCC1 N-(3-(neo-pentoxy)propyl)-3-morpholinopropan-1-amine